C(C)(C)(C)OC(CC[C@@H](C(=O)N)NC(=O)OCC1=CC=CC=C1)=O.C(C(=C)C)(=O)OCCC[Si](O[Si](C)(C)C)(O[Si](C)(C)C)O[Si](C)(C)C 3-Methacryloxypropyltris(trimethylsiloxy)silane tert-butyl-(4S)-5-amino-4-(benzyloxycarbonylamino)-5-oxo-pentanoate